NCCOCCOCCN1CCN(CC1)CCOCCC(=O)OC(C)(C)C tert-butyl 3-[2-[4-[2-[2-(2-aminoethoxy)ethoxy]ethyl]piperazin-1-yl]ethoxy]propanoate